4-(4-(2-methoxyethoxy)piperidin-1-yl)-N2,N2,N6,N6-tetrakis(2-methoxyethyl)-8-(4-methoxypiperidin-1-yl)pyrimido[5,4-d]pyrimidine-2,6-diamine COCCOC1CCN(CC1)C=1C2=C(N=C(N1)N(CCOC)CCOC)C(=NC(=N2)N(CCOC)CCOC)N2CCC(CC2)OC